FC1(CCC2CN(CC21)C2=NC=C(C=C2C(=O)NC2=CC(=CC=C2)S(=O)(=O)C)C(F)(F)F)F 2-(4,4-difluoro-1,3,3a,5,6,6a-hexahydrocyclopenta[c]pyrrol-2-yl)-N-(3-methylsulfonylphenyl)-5-(trifluoromethyl)-pyridine-3-carboxamide